(N-ethyl-pyridinium-2-yl)porphyrin C(C)[N+]1=C(C=CC=C1)C1=C2NC(=C1)C=C1C=CC(=N1)C=C1C=CC(N1)=CC=1C=CC(N1)=C2